C(C)(SCC1=NN2C(CNCCC2)=C1)=O S-((5,6,7,8-tetrahydro-4H-pyrazolo[1,5-a][1,4]diazepin-2-yl)methyl) ethanethioate